tristearyl-ammonium chloride [Cl-].C(CCCCCCCCCCCCCCCCC)[NH+](CCCCCCCCCCCCCCCCCC)CCCCCCCCCCCCCCCCCC